Tert-butyl (3S)-3-((2-(2,6-dioxopiperidin-3-yl)-1,3-dioxoisoindolin-5-yl)oxy)-pyrrolidine-1-carboxylate O=C1NC(CCC1N1C(C2=CC=C(C=C2C1=O)O[C@@H]1CN(CC1)C(=O)OC(C)(C)C)=O)=O